(3-(5-(3-(4-(1H-tetrazol-5-yl)butyl)benzyl)-4H-1,2,4-triazol-3-yl)phenoxy)-1H-indole N1N=NN=C1CCCCC=1C=C(CC=2NC(=NN2)C=2C=C(ON3C=CC4=CC=CC=C34)C=CC2)C=CC1